tert-butyl 3-(4-bromothiophen-3-yl)-3-hydroxyazetidine-1-carboxylate BrC=1C(=CSC1)C1(CN(C1)C(=O)OC(C)(C)C)O